(S)-4-(5-(3-((2-((S)-3-carboxybutanoyl)-6-methoxyisoindolin-5-yl)oxy)propoxy)-6-methylbenzo[b]thiophen-2-yl)-2-methyl-4-oxobutanoic acid C(=O)(O)[C@H](CC(=O)N1CC2=CC(=C(C=C2C1)OCCCOC1=CC2=C(SC(=C2)C(C[C@@H](C(=O)O)C)=O)C=C1C)OC)C